CN(C1=CC=C(C=C1)C=1OC2=CC=CC=C2C(C1OS(=O)(=O)C1=CC=CC=C1)=O)C 2-(4-(dimethylamino) phenyl)-4-oxo-4H-chromen-3-ylbenzenesulfonate